FC1=C(C(=CC=C1)OC(F)(F)F)N1CCC(CC1)N1C(N(C=2C(C1)=NN(C2)C)CC2=C(C=CC=C2)C(F)(F)F)=O 6-[1-(2-Fluoro-6-trifluoromethoxyphenyl)-piperidin-4-yl]-2-methyl-4-(2-trifluoromethyl-benzyl)-2,4,6,7-tetrahydro-pyrazolo[4,3-d]pyrimidin-5-one